N-acetamidomuramic acid C(C)(=O)NN[C@H]1C(O)O[C@@H]([C@H]([C@@H]1O[C@@H](C(=O)O)C)O)CO